C1(CCCCC1)COC=1C=C(C=CC1)C(CCN)OC 3-(3-(cyclohexylmethoxy)phenyl)-3-methoxypropan-1-amine